4-(7-chloroimidazo[1,2-a]pyridin-3-yl)-7-((7',8'-dihydro-6'H-spiro[cyclopropane-1,5'-[1,7]naphthyridine]-2'-yl)amino)isoindol-1-one ClC1=CC=2N(C=C1)C(=CN2)C2=C1C=NC(C1=C(C=C2)NC2=NC=1CNCC3(C1C=C2)CC3)=O